CC(C)(C1=CC=C(C=C1)OCC(CO)O)C2=CC=C(C=C2)OCC(CCl)O The molecule is the (3-chloro-2-hydroxypropyl) (2,3-dihydroxypropyl) diether of bisphenol A; a small molecule that inhibits transactivation of the AR amino-terminal domain (NTD). It has a role as an androgen antagonist. It is an organochlorine compound and a diether. It derives from a bisphenol A and a glycerol.